COC(=O)C1(CCOCC1)CCOC1OCCCC1 4-(2-((tetrahydro-2H-pyran-2-yl)oxy)ethyl)tetrahydro-2H-pyran-4-carboxylic acid methyl ester